5-((ethylamino)methyl)pyridin-3-amine C(C)NCC=1C=C(C=NC1)N